CN(CCNC(=O)C=1N=C(OC1C1=C(C=CC=C1)[N+](=O)[O-])C1=CC=C(C=C1)N(C)C)C N-(2-(dimethylamino)ethyl)-2-(4-(dimethylamino)phenyl)-5-(2-nitrophenyl)Oxazole-4-carboxamide